ClC=1C=CC2=C(C[C@H](CC=3N2C(=NN3)[C@@H]3CC[C@H](CC3)OC3=NC=CC=C3)NC(CN)=O)C1 N-{(5R)-8-chloro-1-[trans-4-(pyridin-2-yloxy)cyclohexyl]-5,6-dihydro-4H-[1,2,4]triazolo[4,3-a][1]benzazepin-5-yl}glycinamide